FC1(CN(C1)C1=CC=CC(=N1)C1=CN=C(N1)C1=C(C=C(C=C1)NS(=O)(=O)C)N1CCC2(CC2)CC1)F N-(4-(5-(6-(3,3-difluoroazetidin-1-yl)pyridin-2-yl)-1H-imidazol-2-yl)-3-(6-azaspiro[2.5]octan-6-yl)phenyl)methanesulfonamide